sulfopropyl-2-ethylhexylmalate S(=O)(=O)(O)CCCC(C(C(=O)[O-])(O)CC(CCCC)CC)C(=O)[O-]